Methyl 3-(5-methyl-2-pyridyl)benzoate CC=1C=CC(=NC1)C=1C=C(C(=O)OC)C=CC1